C1(CC1)C=1C2=C(N=CN1)C1=C(S2)N=C(C=C1C)C 4-cyclopropyl-7,9-dimethylpyrido[3',2':4,5]thieno[3,2-d]pyrimidine